2-vinyl-N-[(phenylamino)carbonyl]sulfamoyl fluoride C(=C)C1=C(C=CC=C1)NC(=O)NS(=O)(=O)F